3-[[[(tert-butyl)thio]thiomethyl]thio]propanoic acid C(C)(C)(C)SSCSCCC(=O)O